C(C)O[C@H]1CC[C@H](CC1)NC=1N=CC2=C(N1)NC=C2C=2C=C(C=1N(C2)C=CN1)F N-(cis-4-ethoxycyclohexyl)-5-(8-fluoroimidazo[1,2-a]pyridin-6-yl)-7H-pyrrolo[2,3-d]pyrimidin-2-amine